O1CCN(CC1)C[SiH](C1=CC=C(C=C)C=C1)COC 4-(morpholinomethylmethoxymethylsilyl)styrene